trans-2-cyanocyclopropane-1-carboxamide C(#N)[C@H]1[C@@H](C1)C(=O)N